8-(4-hydroxypiperidin-4-yl)-2-methylpyrido[4,3-d]pyrimidin-7(6H)-one OC1(CCNCC1)C=1C(NC=C2C1N=C(N=C2)C)=O